ClC1=NC=CC2=CC(=CC=C12)F 1-chloro-6-fluoroisoquinoline